(4-(1-(3-fluorobenzyl)-1H-benzo[d]imidazol-2-yl)piperidin-1-yl)(4-((3-fluorophenyl)amino)quinazolin-7-yl)methanone FC=1C=C(CN2C(=NC3=C2C=CC=C3)C3CCN(CC3)C(=O)C3=CC=C2C(=NC=NC2=C3)NC3=CC(=CC=C3)F)C=CC1